C(C)(C)(C)OC(=O)NCCCOCCN(C1=CC(=C(C=C1)F)Cl)C=1C=CN=C2C=CC(=NC12)C(=O)O 8-[N-[2-[3-(tert-butoxycarbonylamino)propoxy]ethyl]-3-chloro-4-fluoro-anilino]-1,5-naphthyridine-2-carboxylic acid